FC1CN(C1)C1=C(CNCCC2(CCOC3(CC=CC3)C2)C2=NC=CC=C2)C=CC=C1 N-(2-(3-fluoroazetidin-1-yl)benzyl)-2-(9-(pyridin-2-yl)-6-oxaspiro[4.5]dec-2-en-9-yl)ethanamine